N-(3-methyl-1-(4-(trifluoromethyl)phenyl)-1H-pyrrolo[2,3-b]pyridin-5-yl)Acrylamide CC1=CN(C2=NC=C(C=C21)NC(C=C)=O)C2=CC=C(C=C2)C(F)(F)F